(R)-1-(5-fluoro-2-(1-(2-(4-methyloxazol-2-yl)-2-azaspiro[3.4]octan-6-yl)piperidin-4-yl)phenoxy)-2-methylpropan-2-ol FC=1C=CC(=C(OCC(C)(O)C)C1)C1CCN(CC1)[C@H]1CC2(CN(C2)C=2OC=C(N2)C)CC1